3-{[2-(dimethylamino)ethyl](1-methyl-1H-pyrazol-4-yl)sulfamoyl}-1-(1,2,3,5,6,7-hexahydro-s-indacen-4-yl)urea CN(CCN(S(=O)(=O)NC(NC1=C2CCCC2=CC=2CCCC12)=O)C=1C=NN(C1)C)C